methylmethyl carbonate C(OCC)([O-])=O